[2-(trimethylazaniumyl)ethyl]phosphinate C[N+](CCP([O-])=O)(C)C